5-Bromo-1-(pyridin-2-yl)-2-(spiro[cyclobutane-1,1'-inden]-2'-yl)-1H-indole BrC=1C=C2C=C(N(C2=CC1)C1=NC=CC=C1)C=1C2(C3=CC=CC=C3C1)CCC2